2-chloro-N-(5-(8-ethyl-2-(((1r,4r)-4-(methylamino)cyclohexyl)amino)quinazolin-6-yl)-6-methoxypyridin-2-yl)benzenesulfonamide ClC1=C(C=CC=C1)S(=O)(=O)NC1=NC(=C(C=C1)C=1C=C2C=NC(=NC2=C(C1)CC)NC1CCC(CC1)NC)OC